3-(1-oxo-5-(((1S)-2-(3-(pyridin-4-yl)azetidin-1-yl)cyclohexyl)oxy)isoindolin-2-yl)piperidine-2,6-dione O=C1N(CC2=CC(=CC=C12)O[C@@H]1C(CCCC1)N1CC(C1)C1=CC=NC=C1)C1C(NC(CC1)=O)=O